O=CCNC(OC(C)(C)C)=O tertbutyl (2-oxoethyl)carbamate